C(CCC)N(CCO)CCCC.C(CCCCCCC\C=C/CCCCCCCC)OP(=O)(O)O.BrCC1=C[C@H]2[C@H]3[C@@H](O1)OC([C@@H]2C=C3)=O (1S,4aS,5R,7aS)-3-(bromomethyl)-1,4a,5,7a-tetrahydro-1,5-(epoxymethano)cyclopenta[c]pyran-8-one oleyl-phosphate dibutyl-ethanolamine salt